NC(COC1=CC=CC=C1)CC(CCCCCCCCCCCCCC)N 2,4-Diaminooctadecylphenyl ether